C(C)(C)(C)OC(=O)N1CC2(CC2C1)C=1N=C2N(C=C(C=C2OC)C2=NN3C(C(=NC(=C3)C)C)=C2)C1 [6-(4,6-dimethylpyrazolo[1,5-a]pyrazin-2-yl)-8-methoxyimidazo[1,2-a]pyridin-2-yl]-3-azabicyclo[3.1.0]hexane-3-carboxylic acid tert-butyl ester